ClCC(C(=O)NNC(\C=C/N1N=C(N=C1)C1=CC(=CC(=C1)C(F)(F)F)S(F)(F)(F)(F)F)=O)(C)CO (Z)-N'-(3-chloro-2-(hydroxymethyl)-2-methylpropanoyl)-3-(3-(3-(pentafluorosulfaneyl)-5-(trifluoromethyl)phenyl)-1H-1,2,4-triazol-1-yl)acrylohydrazide